pyrido[4,3-b]indol-1-amine hydrochloride Cl.C1(=NC=CC=2NC=3C=CC=CC3C21)N